C(C)(C)(C)OC(NCCSSCCO)=O.COC([C@H](CC(C)(C)C)N)=O.N1(N=CC=C1)C=1C=C(C=CC1)NC(\C=C\C=1OC=CC1)=O (E)-N-(3-(1H-pyrazol-1-yl)phenyl)-3-(furan-2-yl)acrylamide methyl-(S)-2-amino-4,4-dimethylpentanoate tert-butyl-N-[2-(2-hydroxyethyldisulfanyl)ethyl]carbamate